ClC(CC[Si](OCCC)(OCCC)OCCC)(Cl)Cl 3,3,3-trichloropropyltri-n-propoxysilane